C(CCCCCC)C1=CC=C(C=C1)C(CCN1CCCCC1)=O 1-(4-heptylphenyl)-3-(piperidin-1-yl)propan-1-one